5-bromo-7-methoxypyrazolo[1,5-a]pyridine BrC1=CC=2N(C(=C1)OC)N=CC2